(R)-2-((2-nitro-4-sulfamoylphenoxy)methyl)morpholine-4-carboxylic acid tert-butyl ester C(C)(C)(C)OC(=O)N1C[C@@H](OCC1)COC1=C(C=C(C=C1)S(N)(=O)=O)[N+](=O)[O-]